C1(CCCCC1)NC(C(=O)C1=CC(=C(C=C1)OCC(=O)NC=1C=NC(=C(C1)Cl)Cl)OC)=O N-cyclohexyl-2-(4-(2-((5,6-dichloropyridin-3-yl)amino)-2-oxoethoxy)-3-methoxyphenyl)-2-oxoacetamide